tert-Butyl 4-[4-(8-amino-7-quinolyl)phenoxy]piperidine-1-carboxylate NC=1C(=CC=C2C=CC=NC12)C1=CC=C(OC2CCN(CC2)C(=O)OC(C)(C)C)C=C1